C(C)C1=CC=C(C=C1)CN (4-ethylphenyl)meth-anamine